CN1CCCCC1 1-methyl-hexahydropyridine